1,4-diamino-2,6-bis(trifluoromethyl)benzene NC1=C(C=C(C=C1C(F)(F)F)N)C(F)(F)F